C(CCCCCCCCCC=CCCCC)CC(=O)O.C(C)(=O)OCCCCCCC\C=C\CCC (E)-8-dodecenyl acetate Hexadec-11-en-1-yl-acetate